BrCC1=C(C(=NC=C1)SC)F 4-(bromomethyl)-3-fluoro-2-(methylsulfanyl)pyridine